FC=1C=C(C(=O)NC=2SC3=C(CNCC3)N2)C=C(C1)CN1C(C2=CC=C(C=C2C=C1)C=1C(=NOC1)C)=O 3-Fluoro-5-((6-(3-methylisoxazol-4-yl)-1-oxoisoquinolin-2(1H)-yl)methyl)-N-(4,5,6,7-tetrahydrothiazolo[4,5-c]pyridin-2-yl)benzamide